CC[C@H](C)C(=O)C/C=C\\CC1CC1C[C@H]([C@@H](CC)C(=O)[O-])O The molecule is the conjugate base of ketomycolic acid type-3 (XIII''). A class of mycolic acids characterized by the presence of a proximal cis-cyclopropyl group followed by a cis C=C double bond and a distal oxo group in the meromycolic chain.